4-(tert-butylamino)-2-((1r,4r)-4-methoxycyclohexylamino)pyrimidine-5-carboxamide C(C)(C)(C)NC1=NC(=NC=C1C(=O)N)NC1CCC(CC1)OC